N1C(C=CC=C1)C(=O)N dihydropyridine-2-carboxamide